(3S)-3-[[1-[2-hydroxy-4-(trifluoromethyl)phenyl]pyrido[3,4-d]pyridazin-4-yl]amino]-1-methyl-pyrrolidin-2-one OC1=C(C=CC(=C1)C(F)(F)F)C1=C2C(=C(N=N1)N[C@@H]1C(N(CC1)C)=O)C=NC=C2